trimethylolpropane tris(3-mercapto-3-phenylpropionate) SC(CC(=O)O)C1=CC=CC=C1.SC(CC(=O)O)C1=CC=CC=C1.SC(CC(=O)O)C1=CC=CC=C1.C(O)C(CC)(CO)CO